4-[2-(difluoromethyl)-6-methyl-phenyl]thiazol-2-amine FC(C1=C(C(=CC=C1)C)C=1N=C(SC1)N)F